((4-(6-(quinoline-5-ylmethoxy)pyridin-2-yl)piperidin-1-yl)methyl)-1H-benzo[d]imidazole-6-carboxylic acid N1=CC=CC2=C(C=CC=C12)COC1=CC=CC(=N1)C1CCN(CC1)CN1C=NC2=C1C=C(C=C2)C(=O)O